CN(C(CC=O)=O)C N,N-dimethyl-3-oxopropanamide